C(CCC)C1(CS(C2=C(N(C1)C1=CC=C(C=C1)C(NC(C)(C)C)=O)C=C(C(=C2)O/C=C/C(=O)OCC)SC)(=O)=O)CCCC Ethyl (E)-3-((3,3-dibutyl-5-(4-(tert-butylcarbamoyl)phenyl)-7-(methylthio)-1,1-dioxido-2,3,4,5-tetrahydro-1,5-benzothiazepin-8-yl)oxy)acrylate